C1(CCCC1)C=1SC=CC1C(C)=O (2-cyclopentylthiophene-3-yl)ethan-1-one